(Z)-octadec-9-enamine C(CCCCCCC\C=C/CCCCCCCC)N